tert-butyl 2-((4-(2-chloro-4-((3-(phenylcarbamoyl) pyridin-2-yl) amino) phenoxy) pyridin-2-yl) amino)-7,8-dihydro-1,6-naphthyridine-6(5H)-carboxylate ClC1=C(OC2=CC(=NC=C2)NC2=NC=3CCN(CC3C=C2)C(=O)OC(C)(C)C)C=CC(=C1)NC1=NC=CC=C1C(NC1=CC=CC=C1)=O